ClC=1C(=CC(=C(CNC(C(=O)O)(CO)C)C1)OCCN1CC(CCC1)(C(F)(F)F)O)OCC1=C(C(=CC=C1)C1=CC2=C(OCCO2)C=C1)C ((5-Chloro-4-((3-(2,3-dihydrobenzo[b][1,4]dioxin-6-yl)2-methylbenzyl)oxy)-2-(2-(3-hydroxy-3-(trifluoromethyl)piperidin-1-yl)ethoxy)benzyl)amino)-3-hydroxy-2-methylpropanoic acid